FC(CC)(F)C=1C=C(C=CC1)NC(CC(C)=O)=O N-(3-(1,1-difluoropropyl)phenyl)-3-oxobutanamide